C(C)OC1=CN=CC(=N1)C1=CN=C(S1)C(=O)N 5-(6-ethoxypyrazin-2-yl)-1,3-thiazole-2-carboxamide